Methyl beta-naphthyl keton C1=C(C=CC2=CC=CC=C12)C(=O)C